tert-butyl 7-oxooctahydro-2H-pyrazino[1,2-a]pyrazine-2-carboxylate O=C1NCC2N(CCN(C2)C(=O)OC(C)(C)C)C1